C(#N)[C@H]1N2C(N([C@H](C(=C1)C)C2)O[C@@H](C(=O)[O-])F)=O (2R)-2-(((2S,5R)-2-cyano-4-methyl-7-oxo-1,6-diazabicyclo[3.2.1]oct-3-en-6-yl) oxy)-2-fluoroacetate